FC=1C(=C2C(=C(NC2=C(C1)C(=O)N)C)C)N[C@H]1CNCC1 |r| (RS)-5-fluoro-2,3-dimethyl-4-(pyrrolidin-3-ylamino)-1H-indole-7-carboxamide